5-(1-(3,5-Dichloropyridin-4-yl)ethoxy)-N-(4-((3S,5R)-3,5-Dimethylpiperazin-1-yl)-3-fluorophenyl)-1H-Indazol-3-Carboxamid ClC=1C=NC=C(C1C(C)OC=1C=C2C(=NNC2=CC1)C(=O)NC1=CC(=C(C=C1)N1C[C@@H](N[C@@H](C1)C)C)F)Cl